5-{7-chloro-[1,2,4]triazolo[1,5-a]pyridin-5-yl}-6-methylpyridin-2-carbonitrile ClC1=CC=2N(C(=C1)C=1C=CC(=NC1C)C#N)N=CN2